1,1-dioxidothiomorpholine O=S1(CCNCC1)=O